O1COC2=C1C=CC(=C2)N(C(C2=C(C=C(C(=C2)C(C)C)OCC2=CC=CC=C2)OCC2=CC=CC=C2)=O)CC2=CC=C(C(=O)OC)C=C2 methyl 4-((N-(benzo[d][1,3]dioxol-5-yl)-2,4-bis(benzyloxy)-5-isopropylbenzamido)methyl)benzoate